FC1=C(C(=CC=C1)OC)C1=CC(=NC=C1C(=O)NC1=NN=C(S1)OCC1=CC=C(C=N1)CC(=O)OC)C methyl 2-(6-(((5-(4-(2-fluoro-6-methoxyphenyl)-6-methylnicotinamido)-1,3,4-thiadiazol-2-yl)oxy)methyl)pyridin-3-yl)acetate